4-fluoro-3-methoxybenzaldehyde FC1=C(C=C(C=O)C=C1)OC